CN(C)C=NS(=O)(=O)C1=C(C=CC(=C1)NC(CC1=C(C=CC=C1)F)=O)C1=CC(=CC(=C1)C(C)(C)O)F N-[2-{[(dimethylamino)methylene]sulfamoyl}-3'-fluoro-5'-(2-hydroxypropan-2-yl)biphenyl-4-yl]-2-(2-fluorophenyl)acetamide